propyl 5-(hydroxymethyl)furan-2-carboxylate OCC1=CC=C(O1)C(=O)OCCC